OC=1C=C(C(=O)O)C=C(C1)C(=O)OC 3-hydroxy-5-methoxycarbonyl-benzoic acid